5,7,8-trimethoxycoumarin COC1=C2C=CC(OC2=C(C(=C1)OC)OC)=O